CC1=C(C=C(C(=C1)C(=C)C(F)(F)F)C)B1OC(C(O1)(C)C)(C)C 2-[2,5-dimethyl-4-[1-(trifluoromethyl)vinyl]phenyl]-4,4,5,5-tetramethyl-1,3,2-dioxaborolane